C(C(=C)C)(=O)OCC1CCC2C3CCC(C12)C3 (octahydro-4,7-methano-1H-indenyl)methanol methacrylate